C12OCC(CC1)(CC2)CO[C@@H]([C@@H](C(=O)NCCC(=O)OC)N)C methyl 3-((2S,3R)-3-((2-oxabicyclo[2.2.2]octan-4-yl)methoxy)-2-aminobutanamido)propanoate